(E)-4-(N-benzyl-2-morpholinyl-4-propylaminopyrimidine-5-carboxamido)-2-butenecarboxylic acid methyl ester COC(=O)C\C=C\CN(C(=O)C=1C(=NC(=NC1)N1CCOCC1)NCCC)CC1=CC=CC=C1